NC1=NC(=CC(=N1)N1CCC2(C[C@H](NC2)C(=O)O)CC1)O[C@@H](C(F)(F)F)C1=C(C=C(C=C1)C1=CC(=C(C=C1)C)C)C1=CC(=CC=C1)S(=O)(=O)C (S)-8-(2-amino-6-((R)-1-(3,4-dimethyl-3''-(methylsulfonyl)-[1,1':3',1''-terphenyl]-4'-yl)-2,2,2-trifluoroethoxy)pyrimidin-4-yl)-2,8-diazaspiro[4.5]decane-3-carboxylic acid